OC1=C(C=O)C=C(C=C1)C=1C=NC(=NC1)NC1=C(C=C(C=C1)N1CCC(CC1)N1CCN(CC1)C)OC 2-hydroxy-5-(2-((2-methoxy-4-(4-(4-methylpiperazin-1-yl)piperidin-1-yl)phenyl)amino)pyrimidin-5-yl)benzaldehyde